(S)-3-(1-(2-chlorophenyl)ethoxy)-5-(1-(piperidin-4-yl)-1H-pyrazol-4-yl)pyridine ClC1=C(C=CC=C1)[C@H](C)OC=1C=NC=C(C1)C=1C=NN(C1)C1CCNCC1